C(C)(C)OC=1C(=CC2=CN(N=C2C1)C1OCCCC1)C(=O)O 6-isopropoxy-2-(tetrahydro-2H-pyran-2-yl)-2H-indazole-5-carboxylic acid